tert-butyl 2-(2-(benzylcarbamoyl)hydrazinyl)acetate C(C1=CC=CC=C1)NC(=O)NNCC(=O)OC(C)(C)C